C1=CC(=CC=2OC3=C(C21)C=CC=C3)[C@@H](C)NC3=CN=C(N(C3=O)CC(=O)OC(C)(C)C)C3=C(C=CC=C3)F Tert-butyl (R)-2-(5-((1-(dibenzo[b,d]furan-3-yl)ethyl)amino)-2-(2-fluorophenyl)-6-oxopyrimidin-1(6H)-yl)acetate